CN1C=C(C2=CC(=CC=C12)Cl)C1=NC(=NC=C1)Cl 1-methyl-3-(2-chloro-4-pyrimidinyl)-5-chloroindole